FC1=C(C=C(C(=C1O)O)OC)C1=NC2=C(N1C1(COC1)C)C=CC(=C2)N2C(COCC2)=O 4-(2-(2-fluoro-3,4-dihydroxy-5-methoxyphenyl)-1-(3-methyloxetan-3-yl)-1H-benzo[d]imidazol-5-yl)morpholin-3-one